C(=C)C1=CC=C(CN2N=NN=C2C=2N=NN(N2)CC2=CC=C(C=C2)C=C)C=C1 1-(4-vinylbenzyl)-2'-(4-vinylbenzyl)-bi-1,2,3,4-tetrazole